OC1=C(N2C(C3=C(C=CC=C13)CCC1=CC=CC=C1)=NC=N2)C(=O)NCC(=O)OCC ethyl 2-[[6-hydroxy-10-(2-phenylethyl)-[1,2,4]triazolo[5,1-a]isoquinoline-5-carbonyl]amino]acetate